C1(=CC=C(C=C1)CCC1=NC=2N(C(N(C(C2N1)=O)CC#C)=O)CCCCP(O)(O)=O)C1=CC=CC=C1 (4-(8-(2-([1,1'-Biphenyl]-4-yl)ethyl)-2,6-dioxo-1-(prop-2-yn-1-yl)-1,2,6,7-tetrahydro-3H-purin-3-yl)butyl)phosphonic acid